4-tert-butylphenethylamine C(C)(C)(C)C1=CC=C(CCN)C=C1